C(C)(C)(C)OC(=O)NCCCC[C@H](NCCCCCCNC(=O)OC(C)(C)C)C(=O)O N6-(tert-butoxycarbonyl)-N2-(6-((tert-butoxycarbonyl)amino)hexyl)-L-lysine